C(#N)[C@H](CC1=C(C=C(C=C1)C1=CC2=C(S(CC2)(=O)=O)C=C1)F)NC(=O)[C@H]1OCCCNC1 (S)-N-((S)-1-cyano-2-(4-(1,1-dioxido-2,3-dihydrobenzo[b]thiophen-5-yl)-2-fluorophenyl)ethyl)-1,4-oxazepane-2-carboxamide